Pentane-1,3-dicarbamate C(CC(CC)NC(=O)[O-])NC(=O)[O-]